2-((2,6-difluorophenyl)amino)-N-(1-methyl-3-(trifluoromethyl)-1H-pyrazol-5-yl)benzamide FC1=C(C(=CC=C1)F)NC1=C(C(=O)NC2=CC(=NN2C)C(F)(F)F)C=CC=C1